CC(CCCCCCNC(=O)C=1N=C(OC1)C1C(C2CCC1O2)CC=CCCC(=O)O)(C)C 6-[3-[4-[[(7,7-dimethyloctyl)-amino]carbonyl]-2-oxazolyl]-7-oxabicyclo[2.2.1]hept-2-yl]-4-hexenoic acid